1-methyl-3-(2-aminoethyl)imidazolium chloride salt [Cl-].CN1C=[N+](C=C1)CCN